C(=O)(O)CCC[Si](O[Si](CCCC(=O)O)(C)C)(C)C 1,3-bis(3-carboxypropyl)tetramethyl-disiloxane